O1C(CCCC1)N1N=CC2=CC(=CC=C12)O 1-tetrahydropyran-2-ylindazol-5-ol